1-[2-hydroxy-5-[(2-methoxyethylamino)methyl]-3-methyl-phenyl]-3-pyrrolidin-1-yl-prop-2-en-1-one OC1=C(C=C(C=C1C)CNCCOC)C(C=CN1CCCC1)=O